Cl.NCCC(C(C)C)N1CC2(C1)CN(CC2)C=2N=CN=NC2OC2=C(C(=O)N(C(C)C)CC)C=C(C=C2)F 2-((5-(2-(1-amino-4-methylpent-3-yl)-2,6-diazaspiro[3.4]oct-6-yl)-1,2,4-triazin-6-yl)oxy)-N-ethyl-5-fluoro-N-isopropylbenzamide hydrochloride